C(C)N(C(=O)[C@@H]1CN([C@@H]2CC=3C4=C(C2=C1)C=CC=C4NC3)CC3=CC=CC4=CC=CC=C34)CC (6aR,9S)-N,N-diethyl-7-(naphthalen-1-ylmethyl)-4,6,6a,7,8,9-hexahydroindolo[4,3-fg]quinoline-9-carboxamide